2-(propylamino)-1-(3-pyridinyl)ethanol C(CC)NCC(O)C=1C=NC=CC1